BrC1=CN=C(N1COCC[Si](C)(C)C)[N+](=O)[O-] 5-bromo-2-nitro-1-((2-(trimethylsilyl)ethoxy)methyl)imidazole